C12(CC3CC(CC(C1)C3)C2)CN2N=CC(=C2C)S2C=3N(C(=C2)C(=O)[O-])N=C(C3NC(=O)OC(C)(C)C)C 1-(adamantan-1-ylmethyl-5-methyl-1H-pyrazol-4-yl)-7-((tert-butoxycarbonyl)amino)-6-methylpyrazolo[5,1-b]thiazole-3-carboxylate